benzothiazole dihydrochloride monohydrate O.Cl.Cl.S1C=NC2=C1C=CC=C2